2-(4-(2-(2-acetyl-5-chlorophenyl)-3-methoxy-6-oxopyridazin-1(6H)-yl)-3-phenylpropionamido)phenylmethyl-sodium C(C)(=O)C1=C(C=C(C=C1)Cl)N1N(C(C=CC1OC)=O)C1=CC=C(C=C1)CCC(=O)NC1=C(C=CC=C1)C[Na]